N2-(2-(1-(Cyclopropylsulfonyl)-1H-pyrazol-4-yl)pyrimidin-4-yl)-N4-((1s,4s)-4-((dimethylamino)methyl)cyclohexyl)-5-((1-methyl-1H-pyrazol-4-yl)ethynyl)pyridine-2,4-diamine C1(CC1)S(=O)(=O)N1N=CC(=C1)C1=NC=CC(=N1)NC1=NC=C(C(=C1)NC1CCC(CC1)CN(C)C)C#CC=1C=NN(C1)C